NC1=NN2C(C=C(C=C2)C=2C(=CC(=C(C(=O)OC)C2)CC)F)=N1 methyl 5-(2-amino-[1,2,4]triazolo[1,5-a]pyridin-7-yl)-2-ethyl-4-fluorobenzoate